[Cl-].[Cl-].C1(=CC=CC=C1)C1(C(=C2C=C3C=C(C(=CC3=C2C=C1C(C)(C)C)C(C)(C)C)C)[Zr+2](C1C=CC=C1)=CC1=CC=C(C=C1)Cl)C 2-phenyl(p-chlorophenyl)methylene(cyclopentadienyl)(2,7-dimethyl-3,6-di-tert-butylfluorenyl)zirconium dichloride